COC=1C=C(C=CC1OC)C1=CC=NC=2N1N(CC2)C2=C(C=CC=C2)CC 7-(3,4-dimethoxyphenyl)-N-(2-ethylphenyl)pyrazolo[1,5-a]pyrimidine